C(C)(=O)ON(OC(C)=O)OC(C)=O.[Na].[Na].[Na] trisodium nitrilo triacetate